CC1=C(C=CC(=C1C=1N=CN(C1)C)NC1=NC=C(C=C1)OC(F)(F)F)S(=O)(=O)N methyl-3-(1-methylimidazol-4-yl)-4-[[5-(trifluoromethoxy)-2-pyridyl]amino]benzenesulfonamide